3-(5-(1-((6-methyl-1H-indol-3-yl)methyl)piperidin-4-yl)-1-oxoisoindolin-2-yl)piperidine-2,6-dione methyl-2-(3-thioureidophenyl)acetate COC(CC1=CC(=CC=C1)NC(=S)N)=O.CC1=CC=C2C(=CNC2=C1)CN1CCC(CC1)C=1C=C2CN(C(C2=CC1)=O)C1C(NC(CC1)=O)=O